N-methyl-1-phenylmethanamine-d3 CN(C(C1=CC=CC=C1)([2H])[2H])[2H]